2-t-butyl-9,10-bis(naphthalen-2-yl)anthracene methyl-1-[4-[benzenesulfonyl(methyl)amino]phenyl]-7-bromo-2,3,4,9-tetrahydro-1H-pyrido[3,4-b]indole-3-carboxylate COC(=O)C1CC2=C(NC3=CC(=CC=C23)Br)C(N1)C1=CC=C(C=C1)N(C)S(=O)(=O)C1=CC=CC=C1.C(C)(C)(C)C1=CC2=C(C3=CC=CC=C3C(=C2C=C1)C1=CC2=CC=CC=C2C=C1)C1=CC2=CC=CC=C2C=C1